C(C)(=O)OC(C(Cl)(Cl)Cl)C1=CC(=C(C=C1)Cl)Cl 2,2,2-trichloro-1-(3,4-dichloro-phenyl)ethyl acetate